3-methyl-3-(prop-2-yn-1-yl)oxetane CC1(COC1)CC#C